CNC1CCC(CC1)N(C(=O)C1=C(C2=C(S1)C(=CC=C2F)F)Cl)CC2=CC(=CC=C2)C2=CC=NC=C2 N-[4-(N-methylamino)cyclohexyl]-N-[[3-(4-pyridyl)phenyl]methyl]-3-chloro-4,7-difluoro-benzo[b]thiophene-2-carboxamide